methylenediiminodiacetonitrile C(NCC#N)NCC#N